[Sn].[W] tungsten-stannum